(S)-4-bromo-2-(3-(5-(trifluoromethyl)pyridin-2-yloxy)pyrrolidin-1-yl)benzaldehyde BrC1=CC(=C(C=O)C=C1)N1C[C@H](CC1)OC1=NC=C(C=C1)C(F)(F)F